BrC=1C=C(C=CC1)C=1N=C(SC1)C=1C(OC2=C(C=CC=C2C1)OC)=O 3-[4-(3-Bromo-phenyl)-thiazol-2-yl]-8-meth-oxy-chromen-2-one